6-{7-[(1S,2S,3R,5R)-2-fluoro-8-azabicyclo[3.2.1]octan-3-yl]-6,7-dihydro-5H-pyrrolo[2,3-c]pyridazin-3-yl}-7-hydroxy-4-methyl-2H-1-benzopyran-2-one F[C@H]1[C@@H]2CC[C@H](C[C@H]1N1CCC3=C1N=NC(=C3)C=3C(=CC1=C(C(=CC(O1)=O)C)C3)O)N2